CC=1C=NC(=NC1)NC=1C=NC(=CC1)N1CCNCC1 5-methyl-N-(6-(piperazin-1-yl)pyridin-3-yl)pyrimidin-2-amine